3-cyclopropyl-4-(2-fluoro-5-methyl-4-methylsulfonyl-phenyl)-1H-pyrazolo[4,3-c]pyridine C1(CC1)C1=NNC2=C1C(=NC=C2)C2=C(C=C(C(=C2)C)S(=O)(=O)C)F